C(C1=CC=CC=C1)OC(=O)N1[C@H](C[C@H](C1)OCC)C(NC1=C(C=CC(=C1)C(CCC1CC1)(C1=CC=NC=C1)[S@](=O)C(C)(C)C)F)=O (2R,4R)-2-(5-(3-cyclopropyl-1-((R)-1,1-dimethylethylsulfinyl)-1-(pyridin-4-yl)propyl)-2-fluorophenylcarbamoyl)-4-ethoxypyrrolidine-1-carboxylic acid benzyl ester